1-(4-fluorophenyl)-N-[4-methyl-3-[[3-(9-tetrahydropyran-2-ylpurin-6-yl)-2-pyridyl]amino]-phenyl]pyrazole-3-carboxamide FC1=CC=C(C=C1)N1N=C(C=C1)C(=O)NC1=CC(=C(C=C1)C)NC1=NC=CC=C1C1=C2N=CN(C2=NC=N1)C1OCCCC1